C(C)(C)(C)OC(=O)NCCCC[C@@H](C(=O)O)NC(=O)OCC1C2=CC=CC=C2C=2C=CC=CC12 (2S)-6-(tert-butoxycarbonylamino)-2-(9H-fluoren-9-ylmethoxycarbonyl-amino)-hexanoic acid